phenyl-(2,4,6-trimethylbenzoyl)oxyphosphorus C1(=CC=CC=C1)[P]OC(C1=C(C=C(C=C1C)C)C)=O